(1s,3s)-3-(hydroxymethyl)cyclobutanecarboxylic acid OCC1CC(C1)C(=O)O